ClC=1C=C(C=2N(C1)N=CN2)I 6-chloro-8-iodo-[1,2,4]triazolo[1,5-a]pyridine